N-(Trans-4-(2-(4-(benzo[d]isothiazol-3-yl)piperazin-1-yl)ethyl)cyclohexyl)dimethylsulfonamide S1N=C(C2=C1C=CC=C2)N2CCN(CC2)CC[C@@H]2CC[C@H](CC2)N(S(=O)(=O)C)C